3-(5-(((1R,2S)-2-(3-(3,4-difluorophenyl)azetidin-1-yl)cyclohexyl)oxy)-1-oxoisoindolin-2-yl)piperidine-2,6-dione FC=1C=C(C=CC1F)C1CN(C1)[C@@H]1[C@@H](CCCC1)OC=1C=C2CN(C(C2=CC1)=O)C1C(NC(CC1)=O)=O